N[Li].[Si] silicon-aminolithium salt